[Al].ClC=1C=C(CNC2=NC(=NC=C2C(=O)NCC2=NC=CC=N2)S(=O)(=O)C)C=CC1OC 4-[(3-chloro-4-methoxybenzyl)amino]-2-methanesulfonyl-N-(pyrimidin-2-ylmethyl)pyrimidine-5-carboxamide aluminum